N-(1-(tert-butyl)-1H-pyrazol-4-yl)-2-(2-fluoro-4-((6-iodoquinazolin-4-yl)oxy)phenyl)acetamide C(C)(C)(C)N1N=CC(=C1)NC(CC1=C(C=C(C=C1)OC1=NC=NC2=CC=C(C=C12)I)F)=O